FC=1N=C(SC1CN1[C@H](C[C@H](C1)OC=1C=CC=2N(C1C)N=CN2)C)NC(C)=O N-(4-fluoro-5-(((2S,4R)-2-methyl-4-((5-methyl-[1,2,4]triazolo[1,5-a]pyridin-6-yl)oxy)pyrrolidin-1-yl)methyl)thiazol-2-yl)acetamide